3-(diethylaminomethyldiethoxysilyl)styrene C(C)N(CC)C[Si](C=1C=C(C=C)C=CC1)(OCC)OCC